terbium compound with tyrosine N[C@@H](CC1=CC=C(C=C1)O)C(=O)O.[Tb]